((3R)-4-amino-3-methyl-1,3-dihydrofuro[3,4-c]quinolin-8-yl)((4R)-4-(4-fluorophenyl)-3,3-dimethyl-1-pyrrolidinyl)methanone NC1=NC=2C=CC(=CC2C2=C1[C@H](OC2)C)C(=O)N2CC([C@H](C2)C2=CC=C(C=C2)F)(C)C